S(CCC(=O)[O-])CCC(=O)OCCCCCCCCCCCCCCCCCCCCCCCCCCCCCC laurylstearyl thiodipropionate